6-fluoro-1-isopropyl-2-methyl-2,3-dihydroquinazolin-4(1H)-one FC=1C=C2C(NC(N(C2=CC1)C(C)C)C)=O